[Cl-].[Cl-].C[SiH](C)[Ti+2](C1(C(=C(C(=C1)C)C)C)C)NC(C)(C)C dimethylsilyl-(N-t-butylamino)(tetramethyl-cyclopentadienyl)titanium dichloride